N-(4-((2-(2-fluoropropan-2-yl)pyrimidin-4-yl)amino)-5-(6-methoxypyridazin-3-yl)pyridin-2-yl)acetamide FC(C)(C)C1=NC=CC(=N1)NC1=CC(=NC=C1C=1N=NC(=CC1)OC)NC(C)=O